6-ethynylpyridine-3-carboxylic acid C(#C)C1=CC=C(C=N1)C(=O)O